benzopiperazine-2,3-dione N1C(C(NC2=C1C=CC=C2)=O)=O